trans-4-(((tert-butoxycarbonyl)amino)methyl)cyclohexane-1-carboxylic acid C(C)(C)(C)OC(=O)NC[C@@H]1CC[C@H](CC1)C(=O)O